Carbamic acid (R)-1-(2-chlorophenyl)-2-tetrazol-2-yl-ethyl ester ClC1=C(C=CC=C1)[C@H](CN1N=CN=N1)OC(N)=O